ammonium phosphate, potassium salt [K+].P(=O)([O-])([O-])O.[NH4+]